NC1=C(C=CC(=C1F)NCC1=CC=C(C=C1)O)NC([C@H]([C@H](CCCCC)F)F)=O (2R,3S)-N-(2-amino-3-fluoro-4-((4-hydroxybenzyl)amino)phenyl)-2,3-difluorooctanamide